2-[2-(aminomethyl)-3,4-dichloro-phenyl]sulfanylbenzaldehyde NCC1=C(C=CC(=C1Cl)Cl)SC1=C(C=O)C=CC=C1